5-Chloro-2-cyano-pyridine-4-carboxylic acid chloride ClC=1C(=CC(=NC1)C#N)C(=O)Cl